1-[[3-[2-[[2-hydroxy-1-(hydroxymethyl)ethyl]amino]ethoxy]-5,7-dimethyl-1-adamantyl]methyl]-5-methyl-pyrazol-d OCC(CO)NCCOC12CC3(CC(CC(C1)(C3)C)(C2)C)CN2N=C(C=C2C)[2H]